(3s,4s)-3-methyl-2-oxa-8-azaspiro[4.5]-decan-4-amine C[C@@H]1OCC2([C@@H]1N)CCNCC2